FC=1C=C(C=CC1)C1(CC1)NC(CC(C1=CC=CC=C1)O)=O N-[1-(3-Fluorophenyl)cyclopropyl]-β-hydroxybenzenepropanamide